(S)-8-(4-(1-methylazetidine-2-carbonyl)piperazin-1-yl)-N-(1-methylcyclopropyl)-3-(5-(trifluoromethyl)-1,3,4-thiadiazol-2-yl)imidazo[1,5-a]pyridine-6-sulfonamide CN1[C@@H](CC1)C(=O)N1CCN(CC1)C=1C=2N(C=C(C1)S(=O)(=O)NC1(CC1)C)C(=NC2)C=2SC(=NN2)C(F)(F)F